NC1=NC2=NC=C(N=C2C(=N1)O)CNC1=CC=C(C(=O)N[C@H](C(=O)O)CCC(N2CCC3(CC2)CCN(CC3)CCCC#C)=O)C=C1 (S)-2-(4-(((2-amino-4-hydroxypteridin-6-yl)methyl)amino)benzamido)-5-oxo-5-(9-(pent-4-yn-1-yl)-3,9-diazaspiro[5.5]undecan-3-yl)pentanoic acid